4-(2-(4-(5-chloro-2-propionylphenyl)-5-methoxy-2-oxopyridin-1(2H)-yl)-3-phenylpropionylamino)benzoic acid ClC=1C=CC(=C(C1)C1=CC(N(C=C1OC)C(C(=O)NC1=CC=C(C(=O)O)C=C1)CC1=CC=CC=C1)=O)C(CC)=O